2-(3,4-difluorophenyl)ethan-1-amine FC=1C=C(C=CC1F)CCN